2-(8-((4-carbamimidoylphenyl)carbamoyl)-4H-thieno[3,4-c]chromen-7-yl)benzoic acid C(N)(=N)C1=CC=C(C=C1)NC(=O)C1=CC=2C=3C(COC2C=C1C1=C(C(=O)O)C=CC=C1)=CSC3